C(\C=C\CCCCCCCCCCCCC)(=O)[C@H]1N(C(OC1)(C)C)C(=O)OC(C)(C)C tert-Butyl (S,E)-4-(Hexadec-2-enoyl)-2,2-dimethyloxazolidine-3-carboxylate